FC=1C=C(C=C(C1)F)[C@@H]1CN(CCN1C(=O)N1CC2(CCCC2)C(CC1)CN1C=NC(=CC1=O)C1=CC=CC=C1)C(=O)OC(C)(C)C tert-butyl (3R)-3-(3,5-difluorophenyl)-4-(10-((6-oxo-4-phenylpyrimidin-1(6H)-yl)methyl)-7-azaspiro[4.5]decane-7-carbonyl)piperazine-1-carboxylate